C1(=CC=CC=C1)C=1SC(=C(N1)C(=O)O)C(=O)O 2-phenyl-1,3-thiazole-4,5-dicarboxylic acid